1,3-dimethyl-pyrrolidin-2-one CN1C(C(CC1)C)=O